C(C1=CC=CC=C1)SC=1C=C(C=NC1)NC(=O)C1=CN=C(N1)C1=CC=CC=C1 N-(5-(benzylthio)pyridin-3-yl)-2-phenyl-1H-imidazole-5-carboxamide